2-((2,5-dichloropyridin-4-yl)amino)-5-fluoro-N-methoxybenzamide ClC1=NC=C(C(=C1)NC1=C(C(=O)NOC)C=C(C=C1)F)Cl